1-{2-[2-(benzyloxy)ethoxy]ethyl}-5-bromo-4-methyl-1H-benzotriazole C(C1=CC=CC=C1)OCCOCCN1N=NC2=C1C=CC(=C2C)Br